propenyl-theobromine C(=CC)CN1C(NC(C=2N(C=NC12)C)=O)=O